C(C)C=1C=C2C(=CNC2=CC1)CCNC(C)=O N-[2-(5-Ethyl-1H-indol-3-yl)ethyl]acetamide